N[C@H]1C[C@H](N(C1)C1=C(C=C(C=C1)F)NC(=O)C1=NC(=NC=C1)C1=C(C(=CC=C1OC)C#N)F)CO N-(2-((2s,4s)-4-amino-2-(hydroxymethyl)pyrrolidin-1-yl)-5-fluorophenyl)-2-(3-cyano-2-fluoro-6-methoxyphenyl)pyrimidine-4-carboxamide